NCC1CCC(CC1)C(=O)N[C@@H](CC1=CC(=CC=C1)S(F)(F)(F)(F)F)C(=O)NCCCC[C@H](NC(N[C@@H](CCC(=O)O)C(=O)O)=O)C(=O)O N6-{N-[(1r,4S)-4-(aminomethyl)cyclohexane-1-carbonyl]-3-(pentafluoro-lambda6-sulfanyl)-L-phenylalanyl}-N2-{[(1S)-1,3-dicarboxypropyl]carbamoyl}-L-lysine